ethyl (S)-3-((3-chloro-4-cyanophenyl)amino)-2-hydroxypropanoate ClC=1C=C(C=CC1C#N)NC[C@@H](C(=O)OCC)O